3-[(1Z)-2-(2-aminopyrimidin-5-yl)-1-fluoroethenyl]-4-(difluoromethoxy)-N-[(2S)-1-hydroxy-4-(trifluoromethoxy)butan-2-yl]benzamide NC1=NC=C(C=N1)\C=C(/F)\C=1C=C(C(=O)N[C@H](CO)CCOC(F)(F)F)C=CC1OC(F)F